N-(1-(7-((R)-8-ethynyl-7-fluoro-3-hydroxy-3,4-dihydroquinolin-1(2H)-yl)-8-fluoro-2-(((2S,4R)-4-fluoro-1-methylpyrrolidin-2-yl)methoxy)pyrido[4,3-d]pyrimidin-4-yl)azepan-3-yl)acrylamide C(#C)C=1C(=CC=C2C[C@H](CN(C12)C1=C(C=2N=C(N=C(C2C=N1)N1CC(CCCC1)NC(C=C)=O)OC[C@H]1N(C[C@@H](C1)F)C)F)O)F